C1(CC1)C1=C(C(=C2C(=N1)CCC2)NC(=O)N=S(=O)(N)C2=NNC=C2F)C2CC2 N'-((2,3-dicyclopropyl-6,7-dihydro-5H-cyclopenta[b]pyridin-4-yl)carbamoyl)-4-fluoro-1H-pyrazole-3-sulfonimidamide